cyano-cyanamide C(#N)NC#N